(1R,4R)-5-[3-chloro-5-(2,6-difluorophenyl)-6H-pyrazolo[1,5-a][1,3,5]benzotriazepin-9-yl]-2-oxa-5-azabicyclo[2.2.1]heptane ClC=1C=NN2C1N=C(NC1=C2C=C(C=C1)N1[C@H]2CO[C@@H](C1)C2)C2=C(C=CC=C2F)F